OC1=CC=C2C3=C(C(OC2=C1)=O)C=C(C=C3)C#CC(C)(C)O 3-hydroxy-8-(3-hydroxy-3-methylbut-1-yn-1-yl)-6H-benzo[c]chromen-6-one